Cl.NC1CN(CC1)C1=C2C(=NC3=CC=C(C=C13)C1=CC(=NC=C1)NC(=O)C1CC1)CCCCCC2 N-(4-(12-(3-Aminopyrrolidin-1-yl)-6,7,8,9,10,11-hexahydrocycloocta[b]quinolin-2-yl)pyridin-2-yl)cyclopropanecarboxamide hydrochloride